t-butyl-((3-bromo-2-nitrophenyl) (t-butoxycarbonyl) amino) propanoate C(CC)(=O)ON(C(=O)OC(CC(C)(C)C)(C)C)C1=C(C(=CC=C1)Br)[N+](=O)[O-]